C(C)N(CCCCO)CC 4-(diethylamino)butan-1-ol